(7S,8R)-2-((5-(2-amino-1-hydroxy-propan-2-yl)-8-cyclopropoxy-2,7-naphthyridin-3-yl)amino)-7,8-dimethyl-7,8-dihydro-5H-pyrano[4,3-b]pyridin-5-one NC(CO)(C)C1=C2C=C(N=CC2=C(N=C1)OC1CC1)NC1=CC=C2C(=N1)[C@H]([C@@H](OC2=O)C)C